C(C1=CC=CC=C1)N1NC(CCCC1)=O benzyl-diazepanone